FC1=CC=C(C=C1)[C@H]1C[C@H](C1)OC1=NC=C(N=C1)C1=CC(=NO1)OCOC [cis-3-(4-fluorophenyl)cyclobutyl]oxyl-5-[3-(methoxymethoxy)isoxazol-5-yl]-pyrazine